{6-[(S)-3-piperidylamino]-2-pyridyl}-2-allyl-6-(p-chlorophenylamino)-1,2-dihydro-3H-1,2,5,7-tetraazainden-3-one N1C[C@H](CCC1)NC1=CC=CC(=N1)N1N(C(C2=CN=C(N=C12)NC1=CC=C(C=C1)Cl)=O)CC=C